BrC1=CC(=C2C=NN(C2=C1)C)C 6-bromo-1,4-dimethyl-indazole